(R)-4-(2-(3-aminopiperidine-1-carbonyl)-6-(p-tolyl)benzo[b]thiophen-5-yl)benzonitrile N[C@H]1CN(CCC1)C(=O)C1=CC2=C(S1)C=C(C(=C2)C2=CC=C(C#N)C=C2)C2=CC=C(C=C2)C